C(C(=C)C)(=O)OCCC[Si](O[Si](C=C)(C)C)(O[Si](C=C)(C)C)O[Si](C)(C)C=C methacryloxypropyl-tri(vinyldimethylsiloxy)silane